pyrimidin-4-yl-benzamide dihydrochloride monohydrate O.Cl.Cl.N1=CN=C(C=C1)C1=C(C(=O)N)C=CC=C1